COC1=CC=C(C=C1)CN1C(N(CCC1=O)C1=CN=C2N1C=CC(=C2)C#CCOCCOCCNC(OC(C)(C)C)=O)=O tert-butyl N-[2-[2-[3-[3-[3-[(4-methoxyphenyl)methyl]-2,4-dioxo-hexahydro pyrimidin-1-yl]imidazo[1,2-a]pyridin-7-yl]prop-2-ynoxy]ethoxy]ethyl]carbamate